2-(3-phenyl-4-(4-sulfamoylbenzyl)-1H-pyrazol-1-yl)thiazole-4-carboxylic acid C1(=CC=CC=C1)C1=NN(C=C1CC1=CC=C(C=C1)S(N)(=O)=O)C=1SC=C(N1)C(=O)O